OC[C@@]12C(CC[C@H]1[C@@H]1CCC3=CC(CC[C@]3(C)[C@H]1CC2)=O)=O hydroxy-4-androstene-3,17-dione